CS(=O)(=O)C1=CC=CC=C1 (2S,3R)-p-methylsulfonyl-benzene